FC(C1(CC1)NS(=O)(=O)C1=CC(=CC=C1)C(=O)N1CC2(C3=CC(=CC=C13)NS(=O)(=O)C)CCCCC2)F N-(1-(difluoromethyl)cyclopropyl)-3-(5'-(methylsulfonamido)spiro[cyclohexane-1,3'-indoline]-1'-carbonyl)benzenesulfonamide